C(C1=CC=CC=C1)C1(C(CC1)C(=O)N)C(=O)N benzylcyclobutane-1,2-dicarboxamide